calcium 2-hydroxycitrate OC(C(=O)[O-])C(O)(C(=O)[O-])CC(=O)[O-].[Ca+2].OC(C(=O)[O-])C(O)(C(=O)[O-])CC(=O)[O-].[Ca+2].[Ca+2]